Acetone Cyanohydrin CC(C#N)(O)C